ClC1=C(C=C(C=C1OC)OC)C1=CC2=C(N=C(N=C2)SC)N(C1=O)C1=CC=C(C=C1)[N+](=O)[O-] 6-(2-chloro-3,5-dimethoxyphenyl)-2-(methylthio)-8-(4-nitrophenyl)pyrido[2,3-d]pyrimidin-7(8H)-one